C(CC)(=O)OCC(O[C@H]1[C@H](CCCC(C1)(C)C)C)=O |r| 2-oxo-2-{[(1RS,2SR)-2,6,6-trimethylcycloheptyl]oxy}ethyl propionate